sulfocyanic acid S(=O)(=O)(O)OC#N